NC=1C=CC(=NC1)C(C(C)(C1=NC=C(C=C1)C(F)(F)F)C)=O 1-(5-Aminopyridin-2-yl)-2-methyl-2-(5-(trifluoromethyl)pyridin-2-yl)propan-1-one